C(COCCNCCOCCO)O 3,9-dioxa-6-aza-1,11-undecanediol